D-glucopyranosyl-(1→4) beta-D-galactopyranoside O([C@H]1[C@H](O)[C@@H](O)[C@@H](O)[C@H](O1)CO)C1[C@H](O)[C@@H](O)[C@H](O)[C@H](O1)CO